C(#N)C1=C2C(=NC=C1OC1=CC(=NC=C1)NC(=O)N1CC(C1)O)N=C(N2C)NC2=NN1C(C(CCC1)(F)F)=C2 N-(4-((7-cyano-2-((4,4-difluoro-4,5,6,7-tetrahydropyrazolo[1,5-a]pyridin-2-yl)amino)-1-methyl-1H-imidazo[4,5-b]pyridin-6-yl)oxy)pyridin-2-yl)-3-hydroxyazetidine-1-carboxamide